BrC1=C(C(=C(C(=C1F)F)F)F)S(=O)(=O)N(CC(=O)N(C1=C(C=C(C(=O)O)C=C1)OCC)CC1=CC(=CC(=C1)N1CCCC1)C1CC1)CC1=C(C=CC=C1)C#N 4-[[2-[(2-bromo-3,4,5,6-tetrafluoro-phenyl)sulfonyl-[(2-cyanophenyl)methyl]amino]acetyl]-[(3-cyclopropyl-5-pyrrolidin-1-yl-phenyl)methyl]amino]-3-ethoxy-benzoic acid